N-[methoxy-[5-[5-(trifluoromethyl)-1,2,4-oxadiazol-3-yl]-2-thienyl]methyl]-2-methyl-propanamide COC(NC(C(C)C)=O)C=1SC(=CC1)C1=NOC(=N1)C(F)(F)F